NC=1C=2N(C(=C(N1)C=1C=C(C#N)C=CC1)C1=NC=NC=C1)N=C(N2)CC2=C(C=CC=C2)C=2C=NN(C2)C 3-(8-amino-2-(2-(1-methyl-1H-pyrazol-4-yl)benzyl)-5-(pyrimidin-4-yl)-[1,2,4]triazolo[1,5-a]pyrazin-6-yl)benzonitrile